O=C1N(C(C2=CC=CC=C12)=O)C(C(=O)[O-])CCCCCCCCCCCC 1,3-dioxoisoindol-2-yltetradecanoate